P(=O)(O)([O-])[O-].[Na+].[Na+] Di-Sodium hydrogen orthophosphate